FC(C1=NN(C=C1C(=O)C=1C(CCCC1O)=O)CC1=NC=CC(=C1OC)OC)F 2-(3-(Difluoromethyl)-1-((3,4-dimethoxypyridin-2-yl)methyl)-1H-pyrazole-4-carbonyl)-3-hydroxycyclohex-2-en-1-one